2,6-dimethoxybenzoyldiphenylphosphin oxide COC1=C(C(=O)P(C2=CC=CC=C2)(C2=CC=CC=C2)=O)C(=CC=C1)OC